trispyrrole phosphate P(=O)(O)(O)O.N1C=CC=C1.N1C=CC=C1.N1C=CC=C1